S1C(SCCC1)C1=NN(C=C1C)C1=CC=CC=C1 3-(1,3-dithian-2-yl)-4-methyl-1-phenyl-1H-pyrazole